ClC=1C=C(C=CC1)C1=C(C2=C3C(N4C=5C(=C(C(=C(C5B3OC3=C(C(=C(C(=C23)[2H])[2H])[2H])[2H])[2H])[2H])[2H])C2=C(C(=C(C(=C24)[2H])[2H])[2H])[2H])=C1[2H])[2H] 9-(3-chlorophenyl)-15-oxa-7b-aza-15a-borabenzo[gh]indeno[1,2,3-de]tetraphene-1,2,3,4,5,6,7,8,10,11,12,13,14-d13